ClC1=C(C(=CC(=C1)C=1C=NN(C1)C1=CC=CC=C1)C)O 2-chloro-6-methyl-4-(1-phenyl-1H-pyrazol-4-yl)phenol